C1(CC1)C1C(N(CC1)C([C@H](C(C)(C)C)NC(OC)=O)=O)C(N[C@H](C(C(=O)NC1CC1)=O)CCC(C)(F)F)=O Methyl ((2S)-1-(3-cyclopropyl-2-(((S)-1-(cyclopropylamino)-6,6-difluoro-1,2-dioxoheptan-3-yl)carbamoyl)pyrrolidin-1-yl)-3,3-dimethyl-1-oxobutan-2-yl)carbamate